CC1=C(C=C(C=C1)NC1=NC(=NC(=N1)N)C1=CC(=C(CNC(C2=CC=C(C=C2)C(C)(C)C)=O)C=C1)C)NC(C=C)=O N-(4-(4-((4-methyl-3-acrylamidophenyl)amino)-6-amino-1,3,5-triazin-2-yl)-2-methylbenzyl)-4-tert-butylbenzamide